2-fluoro-3,4-dihydroxybenzoylhydrazine FC1=C(C(=O)NN)C=CC(=C1O)O